COC1=C(C=O)C(=CC=C1)C 2-METHOXY-6-METHYLBENZALDEHYDE